(2,6-Dichloropyridin-4-yl)methyl L-alaninate hydrochloride Cl.N[C@@H](C)C(=O)OCC1=CC(=NC(=C1)Cl)Cl